Rac-(3S,6S,7S,8aS,9S)-6-(4-fluorophenyl)-2,3,7-trimethyl-1,4-dioxohexahydro-6H-3,8a-epidithiopyrrolo[1,2-a]pyrazine-7-carbonitrile FC1=CC=C(C=C1)[C@H]1[C@](C[C@@]23N1C([C@@](N(C2=O)C)(SS3)C)=O)(C#N)C |r|